NC/C(/CN1N=CN(C1=O)C1=C(C=C(C=C1)C1=CC(=CC=C1)C1=NN=CN1)F)=C\F 2-[(2E)-2-(aminomethyl)-3-fluoroprop-2-en-1-yl]-4-[3-fluoro-3'-(4H-1,2,4-triazol-3-yl)biphenyl-4-yl]-2,4-dihydro-3H-1,2,4-triazol-3-one